O=C1C2(CCN(C2)C2=CC=CC(=N2)N2CCC(CC2)CN2CCC3(CC(C3)NC(OCC3=CC=CC=C3)=O)CC2)CCC(N1)=O benzyl (7-((1-(6-(6,8-dioxo-2,7-diazaspiro[4.5]decan-2-yl)pyridin-2-yl)piperidin-4-yl)methyl)-7-azaspiro[3.5]nonan-2-yl)carbamate